C(CCCCC)C(C(=O)OCCCCCCN(CCN(CCN1CCN(CC1)CCN(CCCCCCC(C(=O)[O-])(CCCCCCCC)CCCCCC)CCCCCCC(C(=O)[O-])(CCCCCCCC)CCCCCC)CCCCCCOC(C(CCCCCCCC)CCCCCC)=O)CCCCCCOC(C(CCCCCCCC)CCCCCC)=O)CCCCCCCC ((2-(4-(2-((2-(bis(6-((2-hexyldecanoyl)oxy)hexyl)amino) ethyl)(6-((2-hexyldecanoyl)oxy) hexyl)amino)ethyl)piperazin-1-yl)ethyl)azanediyl)bis(hexane-6,1-diyl)bis(2-hexyldecanoate)